4-Propyl-guaiacol C(CC)C=1C=C(C(=CC1)OC)O